ethylene glycol acetate C(C)(=O)OCCO